C(#N)C1=C(C=C(OC2C(C(C2(C)C)NC(C2=CC=C(C=C2)N2CCC(CC2)C=O)=O)(C)C)C=C1)OC N-((1r,3r)-3-(4-Cyano-3-methoxyphenoxy)-2,2,4,4-tetramethylcyclobutyl)-4-(4-formylpiperidin-1-yl)benzamide